FC1=CC=C(C=C1)S(=O)OC methyl 4-fluoro-benzenesulfinate